2-(4-chloro-2-(trifluoromethyl)benzyl)-1-(2-(difluoromethoxy)ethyl)-1H-indole-5-carboxylic acid ClC1=CC(=C(CC=2N(C3=CC=C(C=C3C2)C(=O)O)CCOC(F)F)C=C1)C(F)(F)F